S(C)(=O)(=O)O.S(C)(=O)(=O)O.CN(CCCCCCN(C)C)C tetramethyl hexamethylenediamine dimesylate